Anti-Sulfate S(=O)(=O)([O-])[O-]